Cl.N1C[C@@H](OCC1)C(=O)OC methyl (R)-morpholine-2-carboxylate hydrochloride